FC(S(=O)(=O)NC1=C(C=C(C=C1)C1=NNC(=C1C(=O)N)NC1=NC=C(N=C1)C)O[C@@H](C)C1=CC=C(C=C1)F)F 3-[4-(difluoromethanesulfonamido)-3-[(1S)-1-(4-fluorophenyl)ethoxy]phenyl]-5-[(5-methylpyrazin-2-yl)amino]-1H-pyrazole-4-carboxamide